1,1,1-tris(mercaptomethyl)propane SCC(CC)(CS)CS